5-(2,3-dichlorophenyl)-3-(2-methylsulfonylethyl)-pyrimidin-2,4-dion ClC1=C(C=CC=C1Cl)C=1C(N(C(NC1)=O)CCS(=O)(=O)C)=O